FC1=C(C(=CC(=C1F)F)F)[B-](C1=C(C(=C(C=C1F)F)F)F)(C1=C(C(=C(C=C1F)F)F)F)C1=C(C(=C(C=C1F)F)F)F.C[NH+](C)C trimethylammonium tetrakis(2,3,4,6-tetrafluorophenyl)borate